4-(Benzyloxy)-N-(5-{imidazo[2,1-b][1,3,4]thiadiazol-2-yl}-2-methoxyphenyl)benzamid C(C1=CC=CC=C1)OC1=CC=C(C(=O)NC2=C(C=CC(=C2)C2=NN3C(S2)=NC=C3)OC)C=C1